N-((R)-2,3-dihydroxypropyl)-7-fluoro-1H-indazole-3-carboxamide O[C@H](CNC(=O)C1=NNC2=C(C=CC=C12)F)CO